CNC(C1=NC(=CC=C1)C(F)(F)F)=O N-methyl-6-(trifluoromethyl)picolinamide